N-[[6-(3-Isopropylphenoxy)-2-pyridyl]sulfonyl]-2-(2,2,4-trimethylpyrrolidin-1-yl)pyridin-3-carboxamid C(C)(C)C=1C=C(OC2=CC=CC(=N2)S(=O)(=O)NC(=O)C=2C(=NC=CC2)N2C(CC(C2)C)(C)C)C=CC1